5-fluoro-N4,6-dimethyl-N2-(7-(3-(pyrrolidin-1-yl)propoxy)-2,3-dihydrobenzofuran-5-yl)pyrimidine-2,4-diamine FC=1C(=NC(=NC1C)NC=1C=C(C2=C(CCO2)C1)OCCCN1CCCC1)NC